methyl 3-(9-((4-(((tert-butoxycarbonyl)amino)methyl)-2,6-dimethylphenyl)carbamoyl)-4,5-dihydrobenzo[b]thieno[2,3-d]oxepin-8-yl)-6-((3-hydroxypropyl)carbamoyl)picolinate C(C)(C)(C)OC(=O)NCC1=CC(=C(C(=C1)C)NC(=O)C1=CC2=C(OCCC3=C2SC=C3)C=C1C=1C(=NC(=CC1)C(NCCCO)=O)C(=O)OC)C